2-(benzofuran-5-yl)-1-(6-bromo-2-methoxyquinolin-3-yl)-1-(2,3-dimethoxypyridin-4-yl)-4-(dimethylamino)butan-2-ol O1C=CC2=C1C=CC(=C2)C(C(C2=C(C(=NC=C2)OC)OC)C=2C(=NC1=CC=C(C=C1C2)Br)OC)(CCN(C)C)O